OCC=1C=C2C=CC(=NC2=CC1)[C@@H]1C[C@@H](CCC1)O (1R,3S)-3-(6-(hydroxymethyl)quinolin-2-yl)cyclohexan-1-ol